(6-oxo-1,6-dihydropyridin-3-yl)boronic acid O=C1C=CC(=CN1)B(O)O